FC1(C[C@@]12CCC=1N(C2)N=C(C1C1=C2C(=NC(=C1F)C)NN=C2C)C2=NC=C(C=C2)F)F (R)-2,2-Difluoro-3'-(5-fluoro-3,6-dimethyl-1H-pyrazolo[3,4-b]pyridin-4-yl)-2'-(5-fluoropyridin-2-yl)-4',5'-dihydro-7'H-spiro[cyclopropane-1,6'-pyrazolo[1,5-a]pyridine]